2-(2-isothiocyanatophenyl)-3-(3,3,3-trifluoro-1-phenylpropyl)-1H-indole N(=C=S)C1=C(C=CC=C1)C=1NC2=CC=CC=C2C1C(CC(F)(F)F)C1=CC=CC=C1